5-chloro-N-{2-[3-(1,1-difluoro-2-methoxyethyl)-4-(methylamino)pyrrolidin-1-yl]-5,6,7,8-tetrahydroquinolin-6-yl}-7-ethyl-7H-pyrrolo[2,3-c]pyridazine-3-carboxamide ClC1=CN(C=2N=NC(=CC21)C(=O)NC2CC=1C=CC(=NC1CC2)N2CC(C(C2)NC)C(COC)(F)F)CC